SCCCCCCCCCCC.[Na] sodium mercaptoundecyl hydride